N-[[1-[(dimethylamino)methyl]cyclopentyl]methyl]-4,5,6,7,8,9-hexahydrocycloocta[b]thiophene-2-carboxamide CN(C)CC1(CCCC1)CNC(=O)C1=CC2=C(S1)CCCCCC2